C(C)(C)(C)C1=C(N=CO1)C(=O)NC(C(=O)O)CC 2-(5-(tert-butyl)oxazole-4-carboxamido)butanoic acid